BrC1=CC=CC(=N1)OCC=1SC(=CN1)Cl 2-[(6-bromo-2-pyridyl)oxymethyl]-5-chloro-thiazole